N1CCC(CC1)CN[C@H]1[C@@H](C1)C=1C=C2CCN(C2=CC1)C(C)=O Trans-1-(5-(2-(piperidin-4-ylmethylamino)cyclopropyl)indolin-1-yl)ethanone